ClC=1C=C2C(NC(N(C2=CC1CC1=C(N=C(NC1=O)C)C)CC1=CC=C(C=C1)OC)=O)(C(F)(F)F)C#CC1CC1 6-chloro-4-(cyclopropylethynyl)-7-((2,4-dimethyl-6-oxo-1,6-dihydropyrimidin-5-yl)methyl)-1-(4-methoxybenzyl)-4-(trifluoromethyl)-3,4-dihydroquinazolin-2(1H)-one